FC(S(=O)(=O)[O-])(F)F.[Hf+4].FC(S(=O)(=O)[O-])(F)F.FC(S(=O)(=O)[O-])(F)F.FC(S(=O)(=O)[O-])(F)F hafnium(IV) trifluoromethanesulfonate